ClC=1C=CC2=CN(N=C2C1)CCCC(C)C 6-chloro-2-(4-methylpentyl)-2H-indazol